(3-acrylamidopropyl)-trimethylammonium chloride [Cl-].C(C=C)(=O)NCCC[N+](C)(C)C